N-((2R,3R,4R,5R,6R)-4,5-dihydroxy-6-(hydroxymethyl)-2-(1-((5-nitropyridin-2-yl)oxy)-19-oxo-3,6,9,12,15,23,26-heptaoxa-18,20-diazahentriacontan-31-yl)tetrahydro-2H-pyran-3-yl)acetamide O[C@@H]1[C@H]([C@H](O[C@@H]([C@@H]1O)CO)CCCCCOCCOCCNC(NCCOCCOCCOCCOCCOCCOC1=NC=C(C=C1)[N+](=O)[O-])=O)NC(C)=O